FCC(C)(O)C 1-fluoro-2-methylpropan-2-ol